(6-chloropyridin-3-yl)methanamine ClC1=CC=C(C=N1)CN